azepan-1-yl-[3-(6,8-difluoro-imidazo[1,2-a]pyridin-3-yl)-1-(4-methoxy-benzyl)-1H-pyrazolo[4,3-c]pyridin-6-yl]-methanone N1(CCCCCC1)C(=O)C1=CC2=C(C=N1)C(=NN2CC2=CC=C(C=C2)OC)C2=CN=C1N2C=C(C=C1F)F